6-(3-(5-(1-(cyclobutylmethyl)piperidin-4-yl)pyridin-2-yl)-4-(trifluoromethyl)-1H-pyrazol-5-yl)-8-methoxy-[1,2,4]triazolo[1,5-a]pyridine C1(CCC1)CN1CCC(CC1)C=1C=CC(=NC1)C1=NNC(=C1C(F)(F)F)C=1C=C(C=2N(C1)N=CN2)OC